2-(2,6-dioxo-3-piperidyl)-5-[4-(piperazine-1-carbonyl)-1-piperidyl]isoindoline-1,3-dione O=C1NC(CCC1N1C(C2=CC=C(C=C2C1=O)N1CCC(CC1)C(=O)N1CCNCC1)=O)=O